SC1CC(C1)N[C@H]1C[C@@H](CC1)NC(OCC1=CC=C(C=C1)[N+](=O)[O-])=O 4-nitrobenzyl ((1R,3R)-3-(((1R,3R)-3-mercaptocyclobutyl)amino)cyclopentyl)carbamate